(S)-2-(4-(t-butoxy)-4-oxobutanoylamino)-3-phenylpropionic acid C(C)(C)(C)OC(CCC(=O)N[C@H](C(=O)O)CC1=CC=CC=C1)=O